FC(C(C)(C)O)(F)C=1C=C(C=CC1)C(C)N[S@](=O)C(C)(C)C (R)-N-(1-(3-(1,1-difluoro-2-hydroxy-2-methylpropyl)phenyl)ethyl)-2-methylpropane-2-sulfinamide